C(C1=CC=CC=C1)N1C(C2=CC=CC=C2C1CC1=C(C=NN1C)Cl)=O 2-benzyl-3-((4-chloro-1-methyl-1H-pyrazol-5-yl)methyl)isoindolin-1-one